[Si](C1=CC=CC=C1)(C1=CC=CC=C1)(C(C)(C)C)OC[C@@H](CSC=1C(=C(C=C2C(NC(NC12)=O)=O)C(F)(F)F)C1=C(C=C(C(=C1)Cl)F)F)OC1=CC=NC=C1 8-(((S)-3-((tert-butyldiphenylsilyl)oxy)-2-(pyridin-4-yloxy)propyl)thio)-7-(5-chloro-2,4-difluorophenyl)-6-(trifluoromethyl)quinazoline-2,4(1H,3H)-dione